FC=1C=C(C=CC1C1=NOC(=N1)C(F)(F)F)N=S(=O)(C1=CC=CC=C1)C ((3-fluoro-4-(5-(trifluoromethyl)-1,2,4-oxadiazol-3-yl)phenyl)imino)(methyl)(phenyl)-λ6-sulfanone